CCCN(C/C=C/I)C1CCC2=C(C1)C=C(C=C2)O.C(=C\\C(=O)O)\\C(=O)O The molecule is a maleate salt obtained by reaction of 2-{[(2E)-3-iodoprop-2-en-1-yl](propyl)amino}tetralin-7-ol with one equivalent of maleic acid. This ligand has uniquely high affinity and selectivity for the D3 receptor. It has a role as a dopamine agonist. It contains a 2-{[(2E)-3-iodoprop-2-en-1-yl](propyl)ammonio}tetralin-7-ol(1+).